triacontane-1,11-diol C(CCCCCCCCCC(CCCCCCCCCCCCCCCCCCC)O)O